The molecule is a carboxamidine heterocycle which is obtained by formal condensation of 4-amino-L-allothreonine with acetic acid. It is a carboxamidine, a secondary alcohol, a member of 1,4,5,6-tetrahydropyrimidines and a monocarboxylic acid. It is a conjugate acid of a 5-hydroxyectoinate. It is a tautomer of a 5-hydroxyectoine zwitterion. CC1=NC[C@@H]([C@H](N1)C(=O)O)O